CN(CCCC(=O)OC1=CC(=CC(=C1)CCCCCCCCCCCCCCC)OCC(CCCC)CC)C 3-((2-ethylhexyl)oxy)-5-pentadecylphenyl 4-(dimethylamino)butanoate